[Na+].FC(OC[C@H]1N(C[C@H](C1)OC1=CC=C(C=C1)OC(F)(F)F)C1=CC=C(C(=O)N[C@@H](CCOC(CCC(=O)[O-])=O)C2=CC=C(C=C2)S(=O)(=O)CC)C=C1)F 4-((S)-3-(4-((2S,4S)-2-((difluoromethoxy)methyl)-4-(4-(trifluoromethoxy)phenoxy)pyrrolidin-1-yl)benzoylamino)-3-(4-(ethylsulfonyl)phenyl)propoxy)-4-oxobutyrate sodium